C1(CC1)NC(CN(C(C#C)=O)CC(C1=CC=CC=C1)C1=CC=CC=C1)=O N-[2-(Cyclopropylamino)-2-oxo-ethyl]-N-(2,2-diphenylethyl)prop-2-ynamide